5-ethynyl-6-fluoro-4-(8-fluoro-2-{[(2R,7aS)-2-fluorotetrahydro-1H-pyrrolizin-7a(5H)-yl]methoxy}-4-[4-(methoxymethyl)-1H-imidazol-1-yl]pyrido[4,3-d]pyrimidin-7-yl)naphthalen-2-ol C(#C)C1=C2C(=CC(=CC2=CC=C1F)O)C1=C(C=2N=C(N=C(C2C=N1)N1C=NC(=C1)COC)OC[C@]12CCCN2C[C@@H](C1)F)F